3-(6-{5-chloro-2-[(oxacyclohex-4-yl)amino]pyrimidin-4-yl}-1-oxo-2,3-dihydro-1H-isoindol-2-yl)propionic acid ClC=1C(=NC(=NC1)NC1CCOCC1)C1=CC=C2CN(C(C2=C1)=O)CCC(=O)O